C(C)(C)(C)OC(=O)N1[C@H]([C@]2(COCC(N2)=O)CCC1)COC1CCC(CC1)C1=C(C=CC=C1)O |o1:8,9| tert-butyl-rel-(6S,7R)-2-oxo-7-({[(1s,4s)-4-(2-hydroxyphenyl)cyclohexyl]oxy}methyl)-4-oxa-1,8-diazaspiro[5.5]undecane-8-carboxylate